C(C1=CC=CC=C1)NC1=CC(N(C(=C1)C)C)=O 4-(benzylamino)-1,6-dimethylpyridin-2(1H)-one